ClC1=C(CNC(=O)[C@]2(C=3C=CC=NC3[C@@](CC2)(CN(C)CCO)O)F)C=CC(=C1)F |o1:7,14| (5S*,8R*)-N-(2-chloro-4-fluorobenzyl)-5-fluoro-8-hydroxy-8-(((2-hydroxyeth-yl)(methyl)amino)meth-yl)-5,6,7,8-tetrahydro-quinoline-5-carboxamide